methyl 3-amino-2-methylbenzoate NC=1C(=C(C(=O)OC)C=CC1)C